SCC(=O)OCC(COC(CS)=O)(COC(CS)=O)COC(CS)=O pentaerythritol tetra(2-mercaptoacetate)